tert-butyl (6-((2,2,2-trifluoroethyl)amino)spiro[3.3]heptan-2-yl)carbamate FC(CNC1CC2(CC(C2)NC(OC(C)(C)C)=O)C1)(F)F